O=C1NC(CCC1C1=NN(C2=CC(=CC=C12)N1CCC(CC1)CN1CCN(CCC1)C(=O)OC(C)(C)C)C)=O tert-butyl 4-((1-(3-(2,6-dioxopiperidin-3-yl)-1-methyl-1H-indazol-6-yl) piperidin-4-yl) methyl)-1,4-diazacycloheptane-1-carboxylate